ClC=1C=C2CCCN(C2=CC1)CCCCC1=CC(=NO1)C(=O)OCC ethyl 5-(4-(6-chloro-3,4-dihydroquinolin-1(2H)-yl)butyl)isoxazole-3-carboxylate